2-Fluoro-4'-(((trans-4-hydroxy-4-methylcyclohexyl)methyl)sulfonyl)-3'-(trifluoromethyl)-[1,1'-biphenyl]-4-carbonitrile FC1=C(C=CC(=C1)C#N)C1=CC(=C(C=C1)S(=O)(=O)CC1CCC(CC1)(C)O)C(F)(F)F